C(C1=CC=CC=C1)SC1=CC=C(C=C1)NC([C@H](CC1=CC=CC=C1)N(C(C1=CC=C(C=C1)F)=O)C)=O (S)-N-(1-(4-(benzylthio)phenylamino)-1-oxo-3-phenylprop-2-yl)-4-fluoro-N-methylbenzamide